C(C1CO1)OC(C=1C(C(=O)OCC2CO2)=CC=CC1)=O PHTHALIC ACID DIGLYCIDYL ESTER